N1(CCCCC1)C1CCN(CC1)C1=NN=CC2=CC=CC=C12 1-([1,4'-bipiperidin]-1'-yl)phthalazine